5-benzyl-1-cyclopropyl-3-methyl-1,3,4,5,6,7-hexahydro-2H-imidazo[4,5-c]pyridin-2-one C(C1=CC=CC=C1)N1CC2=C(CC1)N(C(N2C)=O)C2CC2